6-methyl-4,5,6,7-tetrahydropyrazolo[1,5-a]pyrimidine CC1CNC=2N(C1)N=CC2